methyl 4-[(6-chloro-3-nitro-2-pyridyl)amino]benzoate ClC1=CC=C(C(=N1)NC1=CC=C(C(=O)OC)C=C1)[N+](=O)[O-]